FC=1C=C2C(=NNC2=CC1F)C1=CC=C(C(=N1)C)NCC 6-(5,6-difluoro-1H-indazol-3-yl)-N-ethyl-2-methylpyridin-3-amine